(S)-2-((1-amino-3,3-difluorocyclopentyl)methoxy)-4-(imidazo[1,2-a]pyridin-3-yl)-6-(methylthio)benzonitrile N[C@@]1(CC(CC1)(F)F)COC1=C(C#N)C(=CC(=C1)C1=CN=C2N1C=CC=C2)SC